C(#N)C1=CN=C2N1N=C(C=C2NC2=CC=CC(=N2)C2=CC=C(C=C2)CNC(C)=O)N[C@H]2[C@@H](CCCC2)O N-[(4-{6-[(3-Cyano-6-{[(1R,2R)-2-hydroxycyclohexyl]amino}imidazo[1,2-b]pyridazin-8-yl)amino]pyridin-2-yl}phenyl)methyl]acetamid